C(C)(=O)ON1CCN(CC1)C1=NC=C(C=C1)[N+](=O)[O-] (4-(5-nitropyridin-2-yl) piperazin-1-yl) acetate